p-(2-chloroethyl)styrene ClCCC1=CC=C(C=C)C=C1